2-hydroxy-4-(pyrimidin-4-yl)cyclohepta-2,4,6-trien-1-one OC=1C(C=CC=C(C1)C1=NC=NC=C1)=O